2-amino-5-(1-(1-(tetrahydro-2H-pyran-4-yl)pyrrolidin-3-yl)-1H-indazol-5-yl)nicotinic acid methyl ester COC(C1=C(N=CC(=C1)C=1C=C2C=NN(C2=CC1)C1CN(CC1)C1CCOCC1)N)=O